NCCCCOCCOC1=NC2=C(C3=CN=CC=C13)C=CC(=C2)C(=O)N 5-(2-(4-Aminobutoxy)ethoxy)benzo[c][2,6]naphthyridine-8-carboxamide